COC(=O)[C@@H]1N(C(CC1)C(C(=O)OCC)(F)F)C(CC(=O)OCC)=O (2R)-5-(2-ethoxy-1,1-difluoro-2-oxoethyl)-1-(3-ethoxy-3-oxopropionyl)pyrrolidine-2-carboxylic acid methyl ester